COC1=CC=C(C=C1)C1CN(C1)C(CC1CN(CC1)C#N)=O 3-(2-(3-(4-methoxyphenyl)azetidin-1-yl)-2-oxoethyl)pyrrolidine-1-carbonitrile